C(C)C1N(CCCC1)[Si](Cl)(C)CCCCC=C (2-ethylpiperidino)(5-hexenyl)methylchlorosilane